ClC1=NC2=C(C=C(C(=C2C(=N1)N1CC2CCC(C1)N2C(=O)OC(C)(C)C)O)F)F tert-butyl 3-(2-chloro-6,8-difluoro-5-hydroxyquinazolin-4-yl)-3,8-diazabicyclo[3.2.1]octane-8-carboxylate